C(C)(=O)OI(C1=CC=CC=C1)OC(C)=O (acetyloxy)(phenyl)-lambda3-iodanyl acetate